tert-butyl (2-((1S,3S,5S)-3-(((4-carbamimidoylthiazol-2-yl)methyl)carbamoyl)-5-methyl-2-azabicyclo[3.1.0]-hexan-2-yl)-2-oxoethyl)((2S,3S,4S,5S)-2,3,4,5-tetrahydroxyhexyl)carbamate C(N)(=N)C=1N=C(SC1)CNC(=O)[C@H]1N([C@H]2C[C@]2(C1)C)C(CN(C(OC(C)(C)C)=O)C[C@@H]([C@@H]([C@H]([C@H](C)O)O)O)O)=O